(S)-7-((acridine-3-carbonyl)glycyl)-1,4-dioxa-7-azaspiro[4.4]nonane-8-carboxylic acid C1=CC(=CC2=NC3=CC=CC=C3C=C12)C(=O)NCC(=O)N1CC2(OCCO2)C[C@H]1C(=O)O